1-methyl-3-(methylamino)-5-(1-(4-(trifluoromethyl)benzyl)-1H-indazol-6-yl)pyridin-2(1H)-one CN1C(C(=CC(=C1)C1=CC=C2C=NN(C2=C1)CC1=CC=C(C=C1)C(F)(F)F)NC)=O